Cl.C1(CC1)CN[C@@H](C)C(=O)O.NC=1C=C(C(=NC1OC)N1CCN(CC1)C)NC(C=C)=O N-(5-amino-6-methoxy-2-(4-methylpiperazin-1-yl)pyridin-3-yl)acrylamide cyclopropylmethyl-L-alaninate HCl salt